C(C)(C)(C)C1=NC(=NC(=N1)C(C)(C)C)C1=CC2=C(C3=C(O2)C(=CC=C3)C3=NC2=C(N3C3=C(C=C(C=C3C(C)C)C3=CC=CC=C3)C(C)C)C=CC=C2)C=C1 2-(7-(4,6-di-tert-butyl-1,3,5-triazin-2-yl)dibenzo[b,d]furan-4-yl)-1-(3,5-diisopropyl-[1,1'-biphenyl]-4-yl)-1H-benzo[d]imidazole